2-((S)-4,4-difluoro-3-(6-oxo-1,6-dihydropyridin-3-yl)piperidin-1-yl)-N-(5-(spiro[3.3]heptan-2-yloxy)pyridin-2-yl)propanamide FC1([C@H](CN(CC1)C(C(=O)NC1=NC=C(C=C1)OC1CC2(C1)CCC2)C)C2=CNC(C=C2)=O)F